ClC1=C(C[C@H]2NC(=NOC2)C2=C(N=NC(=C2)C)OC2=CC(=CC=C2)Cl)C=CC(=C1)C |r| (5RS)-5-(2-chloro-4-methylbenzyl)-3-[3-(3-chlorophenoxy)-6-methylpyridazin-4-yl]-5,6-dihydro-4H-1,2,4-oxadiazine